N-Ethyl-perfluorooctanesulfonamidoacetic acid C(C)N(S(=O)(=O)C(C(C(C(C(C(C(C(F)(F)F)(F)F)(F)F)(F)F)(F)F)(F)F)(F)F)(F)F)C(C(=O)O)(F)F